NC=1C(=C(C=C2C=C(N=CC12)NC(=O)C1C(C1)F)C=1N(C=CC1)CC)F N-(8-amino-6-(1-ethyl-1H-pyrrole-2-yl)-7-fluoroisoquinolin-3-yl)-2-fluorocyclopropan-1-carboxamide